2-(2-chlorophenyl)-N-[1-(4-methylphenyl)-5-oxopyrrolidin-3-yl]acetamid ClC1=C(C=CC=C1)CC(=O)NC1CN(C(C1)=O)C1=CC=C(C=C1)C